2-(4-Bromo-phenyl)-4-fluoro-2H-pyrazole-3-carboxylic acid BrC1=CC=C(C=C1)N1N=CC(=C1C(=O)O)F